4-(4-((1R,5S)-3,8-diazabicyclo[3.2.1]octan-3-yl)-6-ethynyl-8-fluoro-2-(((2R,7aS)-2-fluorotetrahydro-1H-pyrrolizin-7a(5H)-yl)methoxy)quinazolin-7-yl)naphthalen-2-ol [C@H]12CN(C[C@H](CC1)N2)C2=NC(=NC1=C(C(=C(C=C21)C#C)C2=CC(=CC1=CC=CC=C21)O)F)OC[C@]21CCCN1C[C@@H](C2)F